C(C)C1=C(C(C=C2C(C(C(CC2)N)N)=CC=2C(O)=C(C=CC2)CC)=CC=C1)O bis(3-ethylsalicylidene)-1,2-cyclohexanediamine